2-[6-[7-(difluoromethylsulfinyl)imidazo[1,2-c]pyrimidin-2-yl]-5-ethylsulfonyl-3-pyridyl]-2-methyl-propanenitrile FC(S(=O)C1=CC=2N(C=N1)C=C(N2)C2=C(C=C(C=N2)C(C#N)(C)C)S(=O)(=O)CC)F